ethyl 2-(4-(tert-butyl)-2-formylphenyl)-4-((4-methoxybenzyl)amino)-6-methylpyrimidine-5-carboxylate C(C)(C)(C)C1=CC(=C(C=C1)C1=NC(=C(C(=N1)NCC1=CC=C(C=C1)OC)C(=O)OCC)C)C=O